C(C=C)(=O)NC1=CC=C(C(=O)NC=2C=C(C(=O)NC=3C4=C(NN3)C(N(C4)C(=O)N[C@H](CN(C)C)C4=CC=CC=C4)(C)C)C=CC2)C=C1 (S)-3-(3-(4-acrylamidobenzamido)benzamido)-N-(2-(dimethylamino)-1-phenylethyl)-6,6-dimethyl-4,6-dihydropyrrolo[3,4-c]pyrazole-5(1H)-carboxamide